benzofuranylium chloride salt [Cl-].O1[C+]=CC2=C1C=CC=C2